3-cyano-6-(1-methyl-1H-pyrazol-4-yl)pyrazin-2-yl-2-methylpiperazine-1-carboxylate C(#N)C=1C(=NC(=CN1)C=1C=NN(C1)C)OC(=O)N1C(CNCC1)C